OCCNC(C1=CC=C(C=C1)C#CC1=CC=C(C=C1)C1=CC(=NO1)CN1C(=NC=C1)[C@H](C)O)=O (S)-N-(2-hydroxyethyl)-4-((4-(3-((2-(1-hydroxyethyl)-1H-imidazol-1-yl)methyl)isoxazol-5-yl)phenyl)ethynyl)benzamide